COC1CCC(N1)=O 5-methoxy-2-pyrrolidinone